CS(=O)(=N)CCC1N=N1 3-(2-(S-methylsulfonimidoyl)ethyl)-3H-diazirine